ClC1=C(C=C(C=C1)F)NC1=C(C(=O)NC)C=C(C=N1)NC1=NC=CC2=C(C=CC=C12)Cl ((2-chloro-5-fluorophenyl)amino)-5-((5-chloroisoquinolin-1-yl)amino)-N-methylnicotinamide